5-(4-bromophenyl)-1,10-phenanthroline BrC1=CC=C(C=C1)C1=C2C=CC=NC2=C2N=CC=CC2=C1